OC(C(=O)OCC)COC[C@H]1N(CC1)C=1C=NN(C(C1C(F)(F)F)=O)CC1=CC=C(C=C1)OC ethyl 2-hydroxy-3-(((S)-1-(1-(4-methoxybenzyl)-6-oxo-5-(trifluoromethyl)-1,6-dihydropyridazin-4-yl)azetidin-2-yl)methoxy)propanoate